(1R,3S)-N-(3-methoxy-4-methylphenyl)-3-(2-oxo-1,2-dihydroquinazolin-3(4H)-yl)cyclopentanecarboxamide COC=1C=C(C=CC1C)NC(=O)[C@H]1C[C@H](CC1)N1C(NC2=CC=CC=C2C1)=O